tridecafluorooctyl-trimethyl-silane FC(C(C(C(C(F)(F)[Si](C)(C)C)(F)F)(F)F)(F)F)(CCC(F)(F)F)F